2-((4-fluoropiperidin-1-yl)methyl)-3-methyl-5-(2-methyl-4-(6-(trifluoromethyl)-quinazolin-2-yl)phenyl)-6,7-dihydropyrazolo[1,5-a]pyrazin-4(5H)-one FC1CCN(CC1)CC1=NN2C(C(N(CC2)C2=C(C=C(C=C2)C2=NC3=CC=C(C=C3C=N2)C(F)(F)F)C)=O)=C1C